2-bromothiophene BrC=1SC=CC1